(rac)-Cis-3-amino-1-(2-fluorocyclopropyl)pyridin-2(1H)-one NC=1C(N(C=CC1)[C@H]1[C@H](C1)F)=O |r|